ClC1=CC=C(C=C1)C1(N(C(C2=CC=CC=C12)=O)CC1=NC=C(C=C1)Cl)OC 3-(4-chlorophenyl)-2-[(5-chloropyridin-2-yl)methyl]-3-methoxy-2,3-dihydro-1H-isoindol-1-one